(2S,4R)-N-[1-[1-(4-bromopyrazol-1-yl)cyclopropyl]ethyl]-1-[(2S)-2-(4-cyclopropyltriazol-1-yl)-3,3-dimethyl-butanoyl]-4-hydroxy-pyrrolidine-2-carboxamide BrC=1C=NN(C1)C1(CC1)C(C)NC(=O)[C@H]1N(C[C@@H](C1)O)C([C@H](C(C)(C)C)N1N=NC(=C1)C1CC1)=O